(E)-3-(4-Ethylphenyl)-1-(2-hydroxy-4,6-dimethoxyphenyl)prop-2-en-1-one C(C)C1=CC=C(C=C1)/C=C/C(=O)C1=C(C=C(C=C1OC)OC)O